OCC=1C=C(C=NC1)N1[C@H]([C@H](CC1)NS(=O)(=O)C)CO[C@@H]1CC[C@@H](CC1)C1=CC=CC=C1 N-((2R,3S)-1-(5-(hydroxymethyl)pyridin-3-yl)-2-((((CIS)-4-phenylcyclohexyl)oxy)methyl)-pyrrolidin-3-yl)methanesulfonamide